C(C)(=O)N1CCC(CC1)CN1C[C@@H](CC1)CC1=CN(C2=CN=CC(=C21)C)C2=C(C(=O)NC(C)C)C=C(C=C2)F 2-[3-[[(3R)-1-[(1-acetyl-4-piperidyl)methyl]pyrrolidin-3-yl]methyl]-4-methyl-pyrrolo[2,3-c]pyridin-1-yl]-5-fluoro-N-isopropyl-benzamide